O1CCC1C=1C(NC=CC1)=O 3-(oxetan-4-yl)-1H-pyridin-2-one